(E)-3-(3-Hydroxyphenyl)-1-[4-(4-hydroxypiperidin-1-yl)phenyl]prop-2-en-1-one OC=1C=C(C=CC1)/C=C/C(=O)C1=CC=C(C=C1)N1CCC(CC1)O